3,9-dimethyl-3,4,7,15-tetraazatricyclo[12.3.1.02,6]Octadecan-1(18),2(6),4,14,16-pentaen-8-one hydrochloride Cl.CN1C=2C=3C=CN=C(CCCCC(C(NC2C=N1)=O)C)C3